N1C=CC=2C1=NC=CC2C(C)OC=2C=C1C(=NNC1=CC2)C=2C=CC(=NC2)N2CC1(C2)CCN(CC1)C 2-(5-(5-(1-(1H-pyrrolo[2,3-b]pyridin-4-yl)ethoxy)-1H-indazol-3-yl)pyridin-2-yl)-7-methyl-2,7-diazaspiro[3.5]nonane